tertiary butyl laurate C(CCCCCCCCCCC)(=O)OC(C)(C)C